(S)-N-(4-bromobenzyl)-4-(2-(3-fluoro-4-methylphenyl)-2H-pyrazolo[3,4-d]pyrimidin-4-yl)piperazine-2-carboxamide BrC1=CC=C(CNC(=O)[C@H]2NCCN(C2)C=2C=3C(N=CN2)=NN(C3)C3=CC(=C(C=C3)C)F)C=C1